C(C)(C)(C)C1=C(OC=2C(=C(C(C#N)=C(C2Cl)Cl)C#N)Cl)C=CC=C1 4-(2-tert-butyl-phenoxy)-3,5,6-trichloro-phthalonitrile